C(C)(C)(C)OC(NCCOCCOCCNCCCCCCCCCCCCCC)=O (2-(2-(2-tetradecylaminoethoxy)ethoxy)ethyl)carbamic acid tert-butyl ester